C(C)OC(C(CN1C(N2[C@@H](CN(CC2)C(=O)OC(C)(C)C)C1=O)=O)(C)C)=O tert-butyl (8aS)-2-(3-ethoxy-2,2-dimethyl-3-oxo-propyl)-1,3-dioxo-5,6,8,8a-tetrahydroimidazo[1,5-a]pyrazine-7-carboxylate